O1CC(=CC1)C=1C2=C(C(=NC1)OC)N=C(S2)NC(=O)C2CC2 N-[7-(2,5-dihydrofuran-3-yl)-4-methoxy-[1,3]thiazolo[4,5-c]pyridin-2-yl]cyclopropanecarboxamide